NC1=C(C2=C(S1)C(C(CC2)(C2=CC=CC=C2)CCC#N)=O)C(=O)N 2-Amino-6-(2-cyanoethyl)-7-oxo-6-phenyl-4,5,6,7-tetrahydrobenzo[b]thiophene-3-carboxamide